N1=CN=CC2=C1CNC2C(=O)N 5,7-dihydropyrrolo[3,4-d]pyrimidine-5-carboxamide